ethyl-phenyl(2,4,6-trimethylbenzoyl)phosphine C(C)P(C(C1=C(C=C(C=C1C)C)C)=O)C1=CC=CC=C1